N1N=C(C=C1)N\N=C\C=1C(=NC(=CC1I)F)F (E)-3-((2-(1H-pyrazol-3-yl)hydrazineylidene)methyl)-2,6-difluoro-4-iodopyridine